methyl 4-((2,4-dimethoxybenzyl) amino)-7-fluoro-1-methylimidazolo[1,5-a]quinoxalin-8-carboxylate COC1=C(CNC=2C=3N(C4=CC(=C(C=C4N2)F)C(=O)OC)C(=NC3)C)C=CC(=C1)OC